(S)-1-(4-cyanopyridin-2-yl)-N-((S)-1-(cyclohexylcarbamoyl)-2,3-dihydro-1H-inden-1-yl)-N-(3-fluorophenyl)-5-oxopyrrolidine-2-carboxamide C(#N)C1=CC(=NC=C1)N1[C@@H](CCC1=O)C(=O)N(C1=CC(=CC=C1)F)[C@]1(CCC2=CC=CC=C12)C(NC1CCCCC1)=O